1-ethoxy-2-nitroethane C(C)OCC[N+](=O)[O-]